3-(4,4-difluoropiperidin-3-yl)-6-methoxypyridazine FC1(C(CNCC1)C=1N=NC(=CC1)OC)F